C(C1=CC=CC=C1)OC1=CC=C2C3=C(COC2=C1OCC1=CC=CC=C1)CC1=CC(=C(C=C13)OCC1=CC=CC=C1)OCC1=CC=CC=C1 3,4,9,10-tetrakis(benzyloxy)-6,7-dihydroindeno[2,1-c]chromene